CO[Si](OC)(OC)OC Tetra-Methoxysilan